2-(3-Oxa-6-azabicyclo[3.1.1]heptan-6-yl)-6-methoxy-N-(4-methyl-2-((3-(trifluoromethyl)bicyclo[1.1.1]pentan-1-yl)carbamoyl)phenyl)benzo[d]thiazole-7-carboxamide C12COCC(N1C=1SC3=C(N1)C=CC(=C3C(=O)NC3=C(C=C(C=C3)C)C(NC31CC(C3)(C1)C(F)(F)F)=O)OC)C2